(2-aminobenzo[d]thiazol-5-yl)-3-(4-chlorophenyl)-1-[2-(2-oxopiperidin-1-yl)ethyl]urea NC=1SC2=C(N1)C=C(C=C2)N(C(=O)NC2=CC=C(C=C2)Cl)CCN2C(CCCC2)=O